BrC1=CC=C(C=C1)C=1N=C2N(C=CC=C2)C1COC(=O)N1CC2CCC(C1)N2 [2-(4-bromophenyl)imidazo[1,2-a]pyridin-3-yl]methyl-3,8-diazabicyclo[3.2.1]octane-3-carboxylate